4-(4-fluoro-2-methylbenzamido)-3-methoxybenzoic acid FC1=CC(=C(C(=O)NC2=C(C=C(C(=O)O)C=C2)OC)C=C1)C